BrCCC=1SC=CC1 2-bromo-1-(thiophen-2-yl)ethane